(R)-1-(cyclopropylmethyl)-2-ethylpiperazine trifluoroacetate FC(C(=O)O)(F)F.C1(CC1)CN1[C@@H](CNCC1)CC